2-[4-[(5-benzyloxy-4-ethylsulfanyl-2-pyridyl)oxy]-3,5-dichloro-phenyl]-6-(difluoromethyl)-1,2,4-triazine-3,5-dione C(C1=CC=CC=C1)OC=1C(=CC(=NC1)OC1=C(C=C(C=C1Cl)N1N=C(C(NC1=O)=O)C(F)F)Cl)SCC